CN1C(CC(CC1(C)C)OC(C(C(=O)OC1CC(N(C(C1)(C)C)C)(C)C)(CCCC)CC1=CC(=C(C(=C1)C(C)(C)C)O)C(C)(C)C)=O)(C)C bis(1,2,2,6,6-pentamethyl-4-piperidyl){[3,5-bis(1,1-dimethylethyl)-4-hydroxyphenyl]methyl}butylmalonate